4-(1-{1-[3-(morpholin-4-yl-sulfonyl)phenyl]but-3-yn-1-yl}-1H-pyrazol-4-yl)-7H-pyrrolo[2,3-d]pyrimidine N1(CCOCC1)S(=O)(=O)C=1C=C(C=CC1)C(CC#C)N1N=CC(=C1)C=1C2=C(N=CN1)NC=C2